1-(1-methylpiperidin-4-yl)-4-((4-((3-(2-oxopiperidin-1-yl)propyl)amino)-5-(trifluoromethyl)pyrimidin-2-yl)amino)-1H-pyrazole-3-carbonitrile CN1CCC(CC1)N1N=C(C(=C1)NC1=NC=C(C(=N1)NCCCN1C(CCCC1)=O)C(F)(F)F)C#N